4-hydroxy-2-oxo-3-methyl-pentanoate OC(C(C(C(=O)[O-])=O)C)C